FC1=CC=C(C=C1)C1=CC=C(C(=N1)C1=NN(C=C1)C)I 6-(4-fluorophenyl)-3-iodo-2-(1-methyl-1H-pyrazol-3-yl)pyridine